ClS(=O)(=O)C1=C(C=C(C(=O)OC)C=C1)OC Methyl 4-(chlorosulfonyl)-3-methoxybenzoate